C(C)(C)(C)S(=O)NC1CCC2=C(N(C=C21)C)C(=O)NC2=CC(=C(C=C2)F)Cl 4-((tert-butylsulfinyl)amino)-N-(3-chloro-4-fluorophenyl)-2-methyl-2,4,5,6-tetrahydrocyclopenta[c]pyrrole-1-carboxamide